(di-tert-butyl-(4-pentafluoroethoxyphenyl)phosphin) Palladium [Pd].C(C)(C)(C)P(C1=CC=C(C=C1)OC(C(F)(F)F)(F)F)C(C)(C)C